B(O)(O)C[C@@H](C(=O)O)N(C(=O)OC)C1C2=CC=CC=C2C=2C=CC=CC12 (2S)-3-borono-2-(9H-fluoren-9-yl-methoxycarbonyl-amino)propanoic acid